3-(6-chloro-5-(4'-((3-hydroxypropyl)-carbamoyl)-[1,1'-biphenyl]-4-yl)-1H-indazol-3-yl)-propanoic acid ClC1=C(C=C2C(=NNC2=C1)CCC(=O)O)C1=CC=C(C=C1)C1=CC=C(C=C1)C(NCCCO)=O